C1(=CC=CC=C1)C1(CC(=CC=C1)C1=CC=CC=C1)O M-diphenyl-phenol